6-methyl-3-(2H-1,2,3-triazol-2-yl)pyridine-2-carboxylic acid CC1=CC=C(C(=N1)C(=O)O)N1N=CC=N1